C(C)(=O)N(N(C(=O)C1=CC=2C3=C(C(=NC2C=C1)N)C=NN3C)CC3=CC=C(C=C3)C=3C=NN(C3)C(F)(F)F)C N'-acetyl-4-amino-N',1-dimethyl-N-(4-(1-(trifluoromethyl)-1H-pyrazol-4-yl)benzyl)-1H-pyrazolo[4,3-c]quinoline-8-carbohydrazide